4-(1-Isopropyl-1H-pyrazol-4-yl)pyridin C(C)(C)N1N=CC(=C1)C1=CC=NC=C1